BrC1=CC(=C(C=C1OC)CC(C#C)N)OC 1-(4-bromo-2,5-dimethoxyphenyl)but-3-yn-2-amine